ClC=1SC(=CC1C1C(NC(N1)=O)=O)Cl 5-(2,5-dichlorothiophen-3-yl)imidazolidine-2,4-dione